N-(4-ethylphenyl)-4-(2-{[4-(morpholin-4-yl)phenyl]amino}pyrimidin-4-yl)piperazine-1-carboxamide C(C)C1=CC=C(C=C1)NC(=O)N1CCN(CC1)C1=NC(=NC=C1)NC1=CC=C(C=C1)N1CCOCC1